(R)-N-(5-((6-(3-(3-(benzyloxy)phenyl)isoxazolidin-2-yl)pyrimidin-4-yl)amino)-2-((2-(dimethylamino)ethyl)(methyl)amino)-4-methoxyphenyl)acrylamide C(C1=CC=CC=C1)OC=1C=C(C=CC1)[C@@H]1N(OCC1)C1=CC(=NC=N1)NC=1C(=CC(=C(C1)NC(C=C)=O)N(C)CCN(C)C)OC